1-(1-(6,7-difluoro-4-oxo-3,4-dihydrophthalazin-1-yl)ethyl)-3-(3,4-difluorophenyl)-1-methylurea FC=1C=C2C(NN=C(C2=CC1F)C(C)N(C(=O)NC1=CC(=C(C=C1)F)F)C)=O